C(C)(C)(C)OC(N(C1=NC=2N(C(=N1)C=1OC(=CC1)C)N=CC2C#N)C(=O)OC(C)(C)C)=O N-tert-Butoxycarbonyl-N-[8-cyano-4-(5-methyl-2-furyl)pyrazolo[1,5-a][1,3,5]triazin-2-yl]carbamic acid tert-butyl ester